pyridin-3-one trifluoroacetate FC(C(=O)O)(F)F.N=1CC(C=CC1)=O